FC1(CN(C1)C(=O)C=1N=NC(=C(C1)C)N1CC=2C=C(C=NC2CC1)N1C[C@H](OCC1)C)F (R)-(3,3-difluoroazetidin-1-yl)(5-methyl-6-(3-(2-methylmorpholino)-7,8-dihydro-1,6-naphthyridin-6(5H)-yl)pyridazin-3-yl)methanone